NC=1C=C(C(C#N)=CC1NCC1=CC=C(C=C1)OC)C#N 4-amino-5-(4-methoxybenzylamino)-phthalonitrile